N-((6'-(4-fluorophenyl)-5-(trifluoromethyl)-[2,4'-bipyridin]-3'-yl)methyl)acrylamide FC1=CC=C(C=C1)C1=CC(=C(C=N1)CNC(C=C)=O)C1=NC=C(C=C1)C(F)(F)F